camphoraldehyde C(C1(C)C(C)(C)C(C=O)CC1)=O